FC(CNC(=O)C1NC2CC2C1)=C(C)C N-(2-fluoro-3-methylbut-2-en-1-yl)-2-azabicyclo[3.1.0]hexane-3-carboxamide